N-cyclopropyl-3-(difluoromethyl)-N-(2-ethyl-4,5-dimethylbenzyl)-5-fluoro-1H-pyrazole-4-carboxamide C1(CC1)N(C(=O)C=1C(=NNC1F)C(F)F)CC1=C(C=C(C(=C1)C)C)CC